C(=O)(OCC1C2=CC=CC=C2C2=CC=CC=C12)N[C@@H](CC1=CC=NC=C1)C(=O)O N-Fmoc-3-(4-pyridyl)-L-alanine